tert-Butyl 1-(2-(4-(tert-butoxycarbonyl)piperazin-1-yl)ethyl)-6-chloro-3-(3-((7-fluoronaphthalen-1-yl)oxy)propyl)-7-(1,3,5-trimethyl-1H-pyrazol-4-yl)-1H-indole-2-carboxylate C(C)(C)(C)OC(=O)N1CCN(CC1)CCN1C(=C(C2=CC=C(C(=C12)C=1C(=NN(C1C)C)C)Cl)CCCOC1=CC=CC2=CC=C(C=C12)F)C(=O)OC(C)(C)C